OC[C@H]1N(CCC1)C(CC=1N=C2C(=C3C(N=C2)=NC=C3)N1)=O 2-(2-((S)-2-(hydroxymethyl)pyrrolidin-1-yl)-2-oxoethyl)imidazo[4,5-d]Pyrrolo[2,3-b]Pyridine